methyl 5-{5-[2-({2-[(2-aminophenyl) amino] ethyl} (2,2,2-trifluoroethyl) amino) ethoxy]-1-methylpyrazol-4-yl}-1-methyl-6-oxopyridine-3-carboxylate NC1=C(C=CC=C1)NCCN(CCOC1=C(C=NN1C)C1=CC(=CN(C1=O)C)C(=O)OC)CC(F)(F)F